C(CCCCCCCC=C)OC(C1=CC=C(C=C1)O)=O Dec-9-en-1-yl-4-hydroxybenzoat